(4-fluoro-3-(3-(1-methyl-1H-pyrazol-4-yl)-1H-pyrazolo[3,4-c]pyridin-5-yl)-2-(trifluoromethyl)phenyl)-N-methylmethanamine FC1=C(C(=C(C=C1)CNC)C(F)(F)F)C=1C=C2C(=CN1)NN=C2C=2C=NN(C2)C